N-cyclobutyl-1-[[2-[2,6-dichloro-4-[6-(difluoromethyl)-3,5-dioxo-1,2,4-triazin-2-yl]phenoxy]-5-methoxy-4-pyridinyl]sulfonylamino]cyclopropanecarboxamide C1(CCC1)NC(=O)C1(CC1)NS(=O)(=O)C1=CC(=NC=C1OC)OC1=C(C=C(C=C1Cl)N1N=C(C(NC1=O)=O)C(F)F)Cl